4-(4-bromophenyl)-1-(1-methylphenyl)piperidin-4-amine BrC1=CC=C(C=C1)C1(CCN(CC1)C1(CC=CC=C1)C)N